1-(4-fluorophenyl)propane-1-amine FC1=CC=C(C=C1)C(CC)N